(Z)-N-(2-chloro-3-(dimethylamino)allylidene)-N-methyl-methylammonium hexafluorophosphate F[P-](F)(F)(F)(F)F.Cl\C(\C=[N+](C)C)=C/N(C)C